N-(2-((1r,3r,5r,7r)-adamantan-2-ylamino)ethyl)-5-(4-chlorophenyl)-4-methyl-1-(p-tolyl)-1H-pyrazole-3-carboxamide C12C(C3CC(CC(C1)C3)C2)NCCNC(=O)C2=NN(C(=C2C)C2=CC=C(C=C2)Cl)C2=CC=C(C=C2)C